FC1=C(C(=CC(=C1)[N+](=O)[O-])F)N1CCN(CC1)C1CCN(CC1)C(=O)OC(C)(C)C tert-butyl 4-(4-(2,6-difluoro-4-nitrophenyl)piperazin-1-yl)piperidine-1-carboxylate